NC1=NC(=C(C=C1C1=CC=C2C(NC(=NC2=C1)C)=O)C1=CC=C(C=C1)N1CCNCC1)F 7-(2-amino-6-fluoro-5-(4-(piperazin-1-yl)phenyl)pyridin-3-yl)-2-methylquinazolin-4(3H)-one